FC1=C(C=C2CC3(CN(C3)C(=O)OC(C)(C)C)C2)C(=CC=C1)OC tert-Butyl 6-(2-fluoro-6-methoxybenzylidene)-2-azaspiro[3.3]heptane-2-carboxylate